methyl (S)-4-((6-(4,4,5,5-tetramethyl-1,3,2-dioxaborolan-2-yl)-4-((3-(trifluoromethyl)phenyl)sulfonyl)-3,4-dihydro-2H-benzo[b][1,4]oxazin-2-yl)methyl)tetrahydro-2H-pyran-4-carboxylate CC1(OB(OC1(C)C)C1=CC2=C(O[C@H](CN2S(=O)(=O)C2=CC(=CC=C2)C(F)(F)F)CC2(CCOCC2)C(=O)OC)C=C1)C